C(C)(C)(C)OC1=NC2=CC=C(C=C2C=C1)C=1N=C(C=2N(C1)C=C(N2)C)C 2-tert-butoxy-6-(2,8-dimethylimidazo[1,2-a]pyrazin-6-yl)quinoline